C1(CC1)OC1=C(C=NC=C1)N(C1=CC=C(C=C1)C(F)(F)F)C1CCN(CC1)C#N 4-[N-[4-(cyclopropoxy)-3-pyridyl]-4-(trifluoromethyl)anilino]piperidine-1-carbonitrile